ClC(OC1=CC=C(C=C1)NC(C1=CN=C(C(=C1)C1=NNC=C1)N1CCN(CC1)C1CCN(CC1)CC1=C(C=CC=C1)N1C(NC(CC1)=O)=O)=O)(F)F N-(4-(chlorodifluoromethoxy)phenyl)-6-(4-(1-(2-(2,4-dioxotetrahydropyrimidin-1(2H)-yl)benzyl)piperidin-4-yl)piperazin-1-yl)-5-(1H-pyrazol-3-yl)nicotinamide